2-methyl-2-[3-[(1R)-1-methyl-2-[[(R)-phenyl-[(3R)-1,2,3,4-tetrahydropyrido[2,3-b]pyrazin-3-yl]methyl]amino]ethyl]phenyl]propanoic acid CC(C(=O)O)(C)C1=CC(=CC=C1)[C@H](CN[C@@H]([C@H]1CNC2=C(N1)N=CC=C2)C2=CC=CC=C2)C